CN1N=CC=2C1=NC(=CC2N2CC1=C(CC2)N(N=C1C)CC12CCC(CC1)(CC2)N2[C@@H](COCC2)C)C (R)-4-(4-((5-(1,6-dimethyl-1H-pyrazolo[3,4-b]pyridin-4-yl)-3-methyl-4,5,6,7-tetrahydro-1H-pyrazolo[4,3-c]pyridin-1-yl)methyl)bicyclo[2.2.2]oct-1-yl)-3-methylmorpholine